BrC=1C=NC=CC1N1C(=NN=C1C)S 4-(3-bromopyridin-4-yl)-5-methyl-4H-1,2,4-triazole-3-thiol